(E)-N'-{[2-chloro-1-(2-ethoxyethyl)-1H-indol-3-yl]methylene}-4,7-dimethylbenzofuran-2-carbohydrazide ClC=1N(C2=CC=CC=C2C1\C=N\NC(=O)C=1OC2=C(C1)C(=CC=C2C)C)CCOCC